4-(6-cyclopropyl-2-{4-cyclopropyl-2-[(1-methylcyclobutylamino)methyl]-7-oxo-1,6-dihydro-1,6-diaza-6-indenyl}-4-pyridyl)-3-[4-(difluoromethyl)-4H-1,2,4-triazol-3-yl]benzonitrile C1(CC1)C1=CC(=CC(=N1)N1C=C(C=2C=C(NC2C1=O)CNC1(CCC1)C)C1CC1)C1=C(C=C(C#N)C=C1)C1=NN=CN1C(F)F